FC=1C=2N(C=C(C1)NC(=O)N1CCC=3C1=NC=CC3N3C[C@]1(CC3)OCCNC1)C=C(N2)C (R)-N-(8-fluoro-2-methylimidazo[1,2-a]pyridin-6-yl)-4-(6-oxa-2,9-diazaspiro[4.5]decan-2-yl)-2,3-dihydro-1H-pyrrolo[2,3-b]pyridine-1-carboxamide